C1=CC=CC=2OC3=C([Si]4(C21)C2=C(C1=C4C=CC=C1)C=CC=C2)C=CC=C3 spiro[dibenzo[b,d]silole-5,10'-dibenzo[b,e][1,4]oxasilin]